3,6-bis(5-(trimethylstannyl)-2-thienyl)-2,5-dimethyl-2,5-dihydro-pyrrolo[3,4-c]pyrrole-1,4-dione C[Sn](C1=CC=C(S1)C=1N(C(C2=C(N(C(C21)=O)C)C=2SC(=CC2)[Sn](C)(C)C)=O)C)(C)C